C(CC)(=O)OC1=C(C=CC(=C1)S(=O)(=O)C)NCC#CC=1N(C2=CC=CC(=C2C1)NC1CCOCC1)CC(F)(F)F 5-methanesulfonyl-2-[(3-{4-[(oxan-4-yl)amino]-1-(2,2,2-trifluoroethyl)-1H-indol-2-yl}prop-2-yn-1-yl)amino]phenyl propanoate